(S,Z)-(5-(2,3-dimethylphenyl)-4-(trifluoromethyl)pyrimidin-2-yl)(2-(hydroxymethyl)-4-(methoxyimino)pyrrolidin-1-yl)methanone CC1=C(C=CC=C1C)C=1C(=NC(=NC1)C(=O)N1[C@@H](C/C(/C1)=N/OC)CO)C(F)(F)F